FC=1C=CC(=C(C1)[C@H](C(=O)NC=1SC=CN1)N1N=C2C(=CC=CC2=C1)N1CCOCC1)OC |r| (2RS)-2-(5-fluoro-2-methoxy-phenyl)-2-(7-morpholinoindazol-2-yl)-N-thiazol-2-yl-Acetamide